C(C1=CC=CC=C1)(=O)N(C=1SC(=C(N1)C(=O)NC1C(CC1)(C)C)C)C1=CC(=NC(=C1)F)F 2-[benzoyl-(2,6-difluoro-4-pyridyl)amino]-N-(2,2-dimethylcyclobutyl)-5-methyl-thiazole-4-carboxamide